COC(=O)[C@@H]1[C@H](C1)CN1C(N(C(=NC1=O)NC1=CC=C(C=C1)OC1=NC=C(C=C1)F)CC1=CC=C(C=C1)Cl)=O (1S,2S)-2-((3-(4-chlorobenzyl)-4-((4-((5-fluoropyridin-2-yl)oxy)phenyl)amino)-2,6-Dioxo-1,3,5-triazin-1-yl)methyl)cyclopropane-1-carboxylic acid methyl ester